CN(C)CC1C(N(CC2(CC2)C1)CC1=CC=C(C=C1)OCC(C)C)=O 7-[(dimethylamino)methyl]-5-(4-isobutoxybenzyl)-5-azaspiro[2.5]octane-6-one